C(C)NC1=C(SC=2S(C(CCC21)C)=O)S(=O)N (ethylamino)-6-methyl-5,6-dihydro-4H-thieno[2,3-b]thiopyran-2-sulfinamide 7-oxide